CC(C(=O)C([C@@H]1[C@H]([C@H]([C@@H](O1)N1C(=O)NC(=O)C=C1)O)O)O)C 5'-(2-methylpropanoyl)uridine